3-isopropyl-1-vinylcyclopentan-1-ol C(C)(C)C1CC(CC1)(O)C=C